N(C(=N)N)C(CC(=O)O)C DL-beta-guanidinobutyric acid